4-Hydroxy-3-(2-(2-methoxyethoxymethyl)-6-trifluoromethylpyridine-3-carbonyl)-bicyclo[3.2.1]oct-3-en-2-one OC1=C(C(C2CCC1C2)=O)C(=O)C=2C(=NC(=CC2)C(F)(F)F)COCCOC